2-(Cyclopropanecarbonylamino)-N-(cyclopropylmethyl)-5-(4-methyloxazol-2-yl)-4,5,6,7-tetrahydrobenzothiophene-3-carboxamide C1(CC1)C(=O)NC=1SC2=C(C1C(=O)NCC1CC1)CC(CC2)C=2OC=C(N2)C